BrC1=CC=C(CN2C(C=CC2=O)=O)C=C1 N-(4-bromobenzyl)maleimide